1,1,2-trifluoropropyliodide FC(C(C)F)(F)I